BrC=1C=C(C(=NC1)N)F 5-bromo-3-fluoropyridin-2-amine